CN[C@@H]1CC[C@H](CC1)CO (trans)-4-methylamino-cyclohexyl-methanol